ClC=1C=C(C=CC1Cl)C=1N=C(SC1CC(C)C)NCC(C(=O)O)CC1=CC(=CC=C1)C(N(C)C)=O 3-(4-(3,4-dichlorophenyl)-5-isobutylthiazol-2-ylamino)-2-(3-(dimethylcarbamoyl)benzyl)propanoic acid